4-(4-(azepan-1-yl)-6-chloro-8-fluoro-2-((tetrahydro-1H-pyrrolizin-7a(5H)-yl)meth-oxy)quinazolin-7-yl)-7-fluorobenzo[d]thiazol-2-amine N1(CCCCCC1)C1=NC(=NC2=C(C(=C(C=C12)Cl)C1=CC=C(C2=C1N=C(S2)N)F)F)OCC21CCCN1CCC2